2-(4-chlorobenzyl)-5-isopropyl-1-(1H-1,2,4-triazole-1-ylmethyl)cyclopentanol ClC1=CC=C(CC2C(C(CC2)C(C)C)(O)CN2N=CN=C2)C=C1